5-bromo-2,4-difluorobenzonitrile BrC=1C(=CC(=C(C#N)C1)F)F